BrC1=CC(=C(C(=C1)F)C1N(C(CC2=C3C(=CC=C12)N(C(O3)=O)C(C3=CC=CC=C3)(C3=CC=CC=C3)C3=CC=CC=C3)C)CC(C)C)F 6-(4-bromo-2,6-difluorophenyl)-7-isobutyl-8-methyl-3-trityl-6,7,8,9-tetrahydrooxazolo[5,4-f]isoquinolin-2(3H)-one